2-((2S)-4-(7-(8-ethynylnaphthalen-1-yl)-6,8-difluoro-2-((tetrahydro-1H-pyrrolizine-7a(5H)-yl)methoxy)quinazolin-4-yl)-1-(2-fluoroacryloyl)piperazin-2-yl)acetonitrile C(#C)C=1C=CC=C2C=CC=C(C12)C1=C(C=C2C(=NC(=NC2=C1F)OCC12CCCN2CCC1)N1C[C@@H](N(CC1)C(C(=C)F)=O)CC#N)F